4-chloro-5-[1-(3-chloro-benzenesulfonyl)-piperidin-4-ylamino]-benzofuran-2-carboxylic acid ClC1=C(C=CC2=C1C=C(O2)C(=O)O)NC2CCN(CC2)S(=O)(=O)C2=CC(=CC=C2)Cl